O1[C@H](CCC1)CN1N=C2C=CC=CC2=C1C(=O)O |r| racemic-2-((tetrahydrofuran-2-yl)methyl)-2H-indazole-3-carboxylic acid